sodium dodecyl-naphthol C(CCCCCCCCCCC)C1=C(C2=CC=CC=C2C=C1)O.[Na]